CC(C(=O)O)CC1=CC=CC=C1 2-methyl-3-phenylpropanoic acid